2-bromo-1,4-dioxane BrC1OCCOC1